NC=1SC(=C(N1)C(=O)OC)CCCOC(C(F)(F)F)=O 4-Methyl 2-amino-5-(3-(2,2,2-trifluoroacetoxy)propyl)thiazole-4-carboxylate